5-chloro-N-((1r,4r)-4-((6-chloro-3-hydroxy-2-oxo-3-phenylindolin-1-yl)methyl)cyclohexyl)-2-(difluoromethyl)nicotinamide ClC=1C=NC(=C(C(=O)NC2CCC(CC2)CN2C(C(C3=CC=C(C=C23)Cl)(C2=CC=CC=C2)O)=O)C1)C(F)F